1,1'-biphenyl sodium salt [Na].C1(=CC=CC=C1)C1=CC=CC=C1